(R)-4-(1-(3-(difluoromethyl)-2-fluorophenyl)ethylamino)-2-methyl-7-oxo-7,8-dihydropyrido[2,3-d]pyrimidine-6-carboxylic acid FC(C=1C(=C(C=CC1)[C@@H](C)NC=1C2=C(N=C(N1)C)NC(C(=C2)C(=O)O)=O)F)F